C1(=CC=CC=C1)N1NC(CC1=O)=O 1-phenylpyrazolidine-3,5-dione